OCOC(C(S)SSC(C(=O)[O-])S)=O hydroxymethyldithiobis(2-mercaptoacetate)